N-{1-[(E)-2-(benzenesulfonyl)vinyl]cyclopropyl}-2-oxo-1,2,5,6,7,8-hexahydroquinoline-3-carboxamide C1(=CC=CC=C1)S(=O)(=O)/C=C/C1(CC1)NC(=O)C=1C(NC=2CCCCC2C1)=O